C(CCCCCCCCCCC)(=O)OCC(COC(CCCCCCCCCCC)=O)O 2-hydroxypropane-1,3-diyl didodecanoate